N-(tert-Butoxycarbonyl)-D-pyroglutamic acid ethyl ester C(C)OC([C@@H]1N(C(CC1)=O)C(=O)OC(C)(C)C)=O